OCC1CCN(CC1)C1=CC=C(N=N1)C(=O)NC1CCC(CC1)OC1=CC(=C(C=C1)C#N)Cl (6-[4-(hydroxymethyl)piperidin-1-yl])-N-[(1r,4r)-4-(3-chloro-4-cyanophenoxy)cyclohexyl]Pyridazine-3-carboxamide